C(C)(=S)OCC[Si](OC)(C)C 2-(dimethylmethoxysilyl)-1-ethyl thioacetate